OCC(C(CCO)(C)O)C(C)O 4-hydroxymethyl-3-hydroxy-3-methyl-1,5-hexanediol